sodium 1-aminopropyl-3-methylimidazole nitrate [N+](=O)([O-])[O-].NC(CC)C1=NC=CN1C.[Na+]